C1(CCC(CC1)CCCCCCO)CCCCCCO 4-cyclohexanedihexanol